C(C1CO1)N(CC1OC1)C1=CC=CC=C1 N-(epoxypropyl)-N-phenyl-oxiranemethanamine